BrCC(=O)C(CCCC(CS(=O)(=O)CC(=O)OC)(C)C)(C)C=1C=C(C=CC1)CCC(=O)OC methyl 3-[3-[1-(2-bromoacetyl)-6-(2-methoxy-2-oxo-ethyl)sulfonyl-1,5,5-trimethyl-hexyl]phenyl]propanoate